FC1=C(C=C2C(=NN(C2=C1)C1OCCCC1)CCN(C)C)OC 2-(6-fluoro-5-methoxy-1-(tetrahydro-2H-pyran-2-yl)-1H-indazol-3-yl)-N,N-dimethylethan-1-amine